C(=O)(OC(C)(C)C)N[C@H](CCC(=O)[O-])C(=O)[O-] BOC-D-glutamate